ClC=1C(=CC2=C(OCCC3=C2SC=C3)C1)CO (8-chloro-4,5-dihydrobenzo[b]thieno[2,3-d]oxepin-9-yl)methanol